BrC/C=C/C(=O)OC(C)(C)C tert-butyl (2E)-4-bromobut-2-enoate